8-Bromo-2-fluoro-1-(fluoromethoxy)naphthalene BrC=1C=CC=C2C=CC(=C(C12)OCF)F